2-chloro-9-[[4-[1-cyclobutyl-4-(trifluoromethyl)imidazol-2-yl]phenyl]methyl]-N-(2,2,2-trifluoroethyl)purin-8-amine ClC1=NC=C2N=C(N(C2=N1)CC1=CC=C(C=C1)C=1N(C=C(N1)C(F)(F)F)C1CCC1)NCC(F)(F)F